4-fluorobenzyl-phosphoric acid FC1=CC=C(COP(O)(O)=O)C=C1